C(C1=CC=CC=C1)C1=C(C(=O)C=2C(=C(NC2C)C)C(=O)OC)C=CC=C1 methyl 4-(2-benzylbenzoyl)-2,5-dimethyl-1H-pyrrole-3-carboxylate